COC1=CC=C(CN(C2=C(C=C3C(=N2)C=C(N3COCC[Si](C)(C)C)CN(C(C)=O)C)C)CC3=CC=C(C=C3)OC)C=C1 N-((5-(bis(4-methoxybenzyl)amino)-6-methyl-1-((2-(trimethylsilyl)ethoxy)methyl)-1H-pyrrolo[3,2-b]pyridin-2-yl)methyl)-N-methylacetamide